The molecule is an azaphilone that is 6H-furo[2,3-h]isochromene-6,8(6aH)-dione substituted by a 4-hydroxy-2-methyl-6-oxocyclohexyl group at position 3, a methyl group at position 6a, and a 4,6,8-trimethyldeca-2,4-dienoyl group at position 9. Isolated from Chaetomium longirostre, it exhibits cytotoxic activities. It has a role as a Chaetomium metabolite and an antineoplastic agent. It is a gamma-lactone, an azaphilone, an organic heterotricyclic compound and an enone. CCC(C)CC(C)/C=C(\\C)/C=C/C(=O)C1=C2C3=COC(=CC3=CC(=O)[C@]2(OC1=O)C)[C@@H]4[C@H](C[C@H](CC4=O)O)C